2,4-dichloro-N-((4-hydroxyphenyl)sulfonyl)benzamide ClC1=C(C(=O)NS(=O)(=O)C2=CC=C(C=C2)O)C=CC(=C1)Cl